NCCCSSCCCN bis(aminopropyl)disulfide